p-chloronitrobenzene C1=CC(=CC=C1[N+](=O)[O-])Cl